C(C)OC1=CC=C(CN2CCCC23CCN(CC3)C(=O)OC(C(F)(F)F)C(F)(F)F)C=C1 1,1,1,3,3,3-hexafluoropropan-2-yl 1-(4-ethoxybenzyl)-1,8-diazaspiro[4.5]decane-8-carboxylate